3-iodo-5-isopropoxy-1-trityl-pyrazolo[3,4-c]pyridine IC1=NN(C2=CN=C(C=C21)OC(C)C)C(C2=CC=CC=C2)(C2=CC=CC=C2)C2=CC=CC=C2